methyl (S)-1-((5-((4-(3-((2-(1-hydroxyethyl)-1H-imidazol-1-yl)methyl)isoxazol-5-yl)phenyl)ethynyl)pyridin-2-yl)methyl)azetidin-3-carboxylate O[C@@H](C)C=1N(C=CN1)CC1=NOC(=C1)C1=CC=C(C=C1)C#CC=1C=CC(=NC1)CN1CC(C1)C(=O)OC